[Si](C1=CC=CC=C1)(C1=CC=CC=C1)(C(C)(C)C)OC[C@@H]1CC(C(N1C(=O)OC(C)(C)C)=O)[Se]C1=CC=CC=C1 tert-Butyl (5S)-5-[[tert-butyl(diphenyl)silyl]oxymethyl]-2-oxo-3-phenylselanyl-pyrrolidine-1-carboxylate